7-morpholino-5-(3-(m-tolyl)-1H-pyrazol-1-yl)thieno[3,2-b]pyridin-2-amine O1CCN(CC1)C1=C2C(=NC(=C1)N1N=C(C=C1)C=1C=C(C=CC1)C)C=C(S2)N